5-isooctylthiophene-2-formaldehyde C(CCCCC(C)C)C1=CC=C(S1)C=O